C1(=CC=CC=C1)[N+]1=CC=C(C=C1)C 1-phenyl-4-methylpyridinium